C(C)N(C1C[C@H]2CC[C@@H](C1)N2C(=O)OC(C)(C)C)CC tert-Butyl (1R,3r,5S)-3-(diethylamino)-8-azabicyclo[3.2.1]octane-8-carboxylate